4-Secondary butyl-phenol C(C)(CC)C1=CC=C(C=C1)O